CC(C)(C#C)N1CCOCC1 4-(2-methylbutan-3-yn-2-yl)morpholine